Cl\C(=C(/C(=O)[O-])\Cl)\C=C\C(=O)[O-] Dichloromuconate